N[C@@H](C(=O)O)CNC(C1=CC(=CC(=C1)C=1C(=NOC1C(C)C)C)F)=O (R)-2-amino-3-(3-fluoro-5-(5-isopropyl-3-methylisoxazol-4-yl)benzamido)propanoic acid